ClC1=C(C=CC=C1)[C@@H]1NCC2=NN=C(N2C=2SC=3C[C@H](CC3C12)C(=O)N1CCOCC1)C (9R,13S)-9-(2-chlorophenyl)-3-methyl-13-(morpholine-4-carbonyl)-16-thia-2,4,5,8-tetraazatetracyclo[8.6.0.02,6.011,15]-hexadeca-1(10),3,5,11(15)-tetraene